2-(2,3-epoxypropoxy)methyl-2'-methoxymethoxy-1,1'-binaphthyl C(C1CO1)OCC1=C(C2=CC=CC=C2C=C1)C1=C(C=CC2=CC=CC=C12)OCOC